ClC=1C=C(OCC2CN(CC2)C(=O)[O-])C=C(C1)[N+](=O)[O-] 3-((3-chloro-5-nitrophenoxy)methyl)pyrrolidine-1-carboxylate